ammonium bisulfite S([O-])(O)=O.[NH4+]